C1(CC1)NC1=CC=C(C(=O)O)C=C1 4-(N-cyclopropylamino)benzoic acid